S1C(=NC=C1)SC=1C=2N(C=CC1)C(=NC2)C(C)(C)NC(=O)C2[C@H]1CN(C[C@@H]21)C(=O)OC(C)(C)C tert-butyl (1R,5S,6R)-6-((2-(8-(thiazol-2-ylsulfanyl)imidazo[1,5-a]pyridin-3-yl)prop-2-yl)carbamoyl)-3-azabicyclo[3.1.0]hexane-3-carboxylate